cyclopenta[1,2-c]pyran-1,3,4,6-tetraone C1(OC(C(C=2C1=CC(C2)=O)=O)=O)=O